4-(2-fluoro-6-methoxyphenyl)-2-(2-(((3r,5s)-5-(hydroxymethyl)pyrrolidin-3-yl)amino)-6-methylpyrimidin-4-yl)-2,3-dihydro-1H-pyrrolo[3,4-c]pyridin-1-one FC1=C(C(=CC=C1)OC)C1=NC=CC2=C1CN(C2=O)C2=NC(=NC(=C2)C)N[C@H]2CN[C@@H](C2)CO